[N+](=O)([O-])[C@@H]1[C@@H](OC2=CC=CC=C2C1)C1=CC=CC=C1 (2s,3s)-3-nitro-2-phenylchromane